OC(CNS(=O)(=O)C1=CC(=C(C=C1)NCC#C)OC)CO N-(2,3-dihydroxypropyl)-3-methoxy-4-(prop-2-yn-1-ylamino)benzenesulfonamide